N-(benzo[d]oxazol-6-yl)-4-(2'-fluoro-[1,1'-biphenyl]-4-yl)butanamide O1C=NC2=C1C=C(C=C2)NC(CCCC2=CC=C(C=C2)C2=C(C=CC=C2)F)=O